C(C)(=O)N[C@@H](CC(=O)O)C(=O)NC(C(=O)NCC1=C(C=CC(=C1)OCCC1CNCCC1)C)CCC1=NC=CN=C1 (3S)-3-acetamido-4-((1-((2-methyl-5-(2-(piperidin-3-yl)ethoxy)benzyl)amino)-1-oxo-4-(pyrazin-2-yl)butan-2-yl)amino)-4-oxobutanoic acid